N-{[4-(benzenesulfonyl)phenyl]methyl}-1-methyl-1H-pyrazolo[3,4-b]pyridine-5-carboxamide C1(=CC=CC=C1)S(=O)(=O)C1=CC=C(C=C1)CNC(=O)C=1C=C2C(=NC1)N(N=C2)C